C(C)OC1=NC(=CC(=C1)C1=CC(=C2C(=N1)N=C(N2)C=2N=CC(=NC2)N2CCC(CC2)C(=O)O)N(C)CC2(CCCC2)COC)C(F)(F)F 1-(5-{5-[2-Ethoxy-6-(trifluoromethyl)pyridin-4-yl]-7-[{[1-(methoxymethyl)cyclopentyl]methyl}(methyl)amino]-1H-imidazo[4,5-b]pyridin-2-yl}pyrazin-2-yl)piperidine-4-carboxylic acid